C(C)(C)(C)O[Si](OC(C)=O)(OC(C)=O)OC(C)(C)C Di-tert-butoxy-diacetoxysilan